C(C)(C)(C)NC(CN(C)C=1C2=C(N=C(N1)C1=NC=CC(=C1)OCC1(CCCCC1)O)CCC2)=O N-tert-butyl-2-[(2-{4-[(1-hydroxycyclohexyl)methoxy]pyridin-2-yl}-5H,6H,7H-cyclopenta[d]pyrimidin-4-yl)(methyl)amino]acetamide